cetyldiethyl-methyl-ammonium bromide [Br-].C(CCCCCCCCCCCCCCC)[N+](C)(CC)CC